N-ethyl-6-methylquinoxalinone C(C)N1C(C=NC2=CC(=CC=C12)C)=O